1,4-butylene glycol diacetate C(C)(=O)OCCCCOC(C)=O